CN1N=CC=2C(=CC=CC12)C(=O)O 1-methyl-indazole-4-carboxylic acid